6-methoxy-N-[[4-(5-methyl-1,2-oxazol-3-yl)phenyl]methyl]pyridin-2-amine COC1=CC=CC(=N1)NCC1=CC=C(C=C1)C1=NOC(=C1)C